2-cyclopropyl-4-(3-(3-fluoro-4-methylphenyl)-3-(1,2,4-thiadiazol-5-yl)pyrrolidine-1-carboxamido)-N-methylpyrimidine-5-carboxamide C1(CC1)C1=NC=C(C(=N1)NC(=O)N1CC(CC1)(C1=NC=NS1)C1=CC(=C(C=C1)C)F)C(=O)NC